4-(3-(4-fluorophenyl)-1-methyl-1H-pyrazol-4-yl)-7-methoxyquinazolin-6-amine FC1=CC=C(C=C1)C1=NN(C=C1C1=NC=NC2=CC(=C(C=C12)N)OC)C